(1-methyl-1H-pyrazolo[3,4-b]pyridin-6-yl)methanol CN1N=CC=2C1=NC(=CC2)CO